SCC(C(=O)N[C@@H](CS)C(=O)O)C N-(3-mercapto-2-methyl-1-oxopropyl)-L-cysteine